COC=1C=C(C(=O)C2=NOC(O2)=O)C=CC1 3-(3-methoxybenzoyl)-1,4,2-dioxazol-5-one